3-hydroxypropenyltrimethyl-ammonium chloride [Cl-].OCC=C[N+](C)(C)C